C(CCC)C1CS(C2=C(N(C1)C1=CC=CC=C1)C=C(C(=C2)O\C=C(\C(=O)OCC)/F)SC)(=O)=O ethyl (Z)-3-((3-butyl-7-(methylthio)-1,1-dioxido-5-phenyl-2,3,4,5-tetrahydro-1,5-benzothiazepin-8-yl)oxy)-2-fluoroacrylate